9-azabicyclo[3.3.1]nonane-9-sulfonamide C12CCCC(CCC1)N2S(=O)(=O)N